(R)-5-[2-(3-{3-[(1,3-Dimethyl-azetidin-3-yl)-hydroxy-(4-isopropyl-phenyl)-methyl]-phenyl}-[1,2,4]oxadiazol-5-yl)-ethyl]-isoxazol-3-ol CN1CC(C1)(C)[C@](C=1C=C(C=CC1)C1=NOC(=N1)CCC1=CC(=NO1)O)(C1=CC=C(C=C1)C(C)C)O